C(CC)S(=O)(=O)C1=CC(=NC=N1)N[C@H](C(=O)O)CCCCCCCC1=NC=2NCCCC2C=C1 (S)-2-((6-(propylsulfonyl)pyrimidin-4-yl)amino)-9-(5,6,7,8-tetrahydro-1,8-naphthyridin-2-yl)nonanoic acid